C1=CC=CC=2C3=CC=CC=C3C(C12)COC(=O)NC(CC(=O)OC)CS(N)(=O)=O methyl 3-((((9H-fluoren-9-yl)methoxy)carbonyl)amino)-4-sulfamoylbutanoate